N-((R)-1-(3-(difluoromethyl)-2-fluorophenyl)ethyl)-1-(6,6-difluorospiro[3.3]heptan-2-yl)-4-(((3R,4S)-3-fluoro-1-methylpiperidin-4-yl)amino)-6-oxo-1,6-dihydropyridine-3-carboxamide FC(C=1C(=C(C=CC1)[C@@H](C)NC(=O)C1=CN(C(C=C1N[C@@H]1[C@@H](CN(CC1)C)F)=O)C1CC2(C1)CC(C2)(F)F)F)F